N-(3-Cyano-4-methyl-1H-indol-7-yl)-5-(difluoromethyl)-1-methyl-pyrazol-4-sulfonamid C(#N)C1=CNC2=C(C=CC(=C12)C)NS(=O)(=O)C=1C=NN(C1C(F)F)C